BrC=1C(=NC(=NC1)NC=1C=C2N=CC=NC2=CC1)NC1=C(C=CC=C1)CS(=O)(=O)N (2-((5-bromo-2-(quinoxalin-6-ylamino)pyrimidin-4-yl)amino)phenyl)methylsulfonamide